The molecule is a organophosphate oxoanion that is the conjugate base of glycerol 1-phosphoserine; major species at pH 7.3. It is a conjugate base of a glycerol 1-phosphoserine. C([C@@H](C(=O)[O-])[NH3+])OP(=O)([O-])OCC(CO)O